N-[5-isopropoxy-6-(1H-pyrazol-4-yl)-[1,2,4]triazolo[1,5-a]pyrazin-2-yl]acetamide C(C)(C)OC1=C(N=CC=2N1N=C(N2)NC(C)=O)C=2C=NNC2